C(C)[C@H]1[C@H](NC([C@H]1F)=O)COC1=NC=CC2=CC(=C(C(=C12)F)OC)C(=O)N 1-{[(2s,3s,4s)-3-ethyl-4-fluoro-5-oxopyrrolidin-2-yl]methoxy}-8-fluoro-7-methoxyisoquinoline-6-carboxamide